ethyl alpha-hydroxyoctanoate OC(C(=O)OCC)CCCCCC